S1C(=CC=C1)C1=NC2=CC=CC=C2C=C1C(=O)N (Thiophen-2-yl)quinoline-3-carboxamide